COC(C(C)(C1=CC=C(C=C1)C(F)(F)F)C#N)=O.ClC=1C=CC(=C(C1)C1=NC=C(C(=C1)NC1=CC(=NC=C1)NC(CCN(C)C)=O)O)F N-(4-{[2-(5-chloro-2-fluorophenyl)-5-hydroxypyridin-4-yl]amino}pyridin-2-yl)-3-(dimethylamino)propanamide Methyl-2-cyano-2-(4-(trifluoromethyl)phenyl)propanoate